NN1C([C@@H](N=C(C2=C1C=CC(=C2Cl)C(F)(F)F)C2=NC(=CC=C2F)OC)C)=O (3S)-1-amino-6-chloro-5-(3-fluoro-6-methoxy-2-pyridinyl)-3-methyl-7-(trifluoromethyl)-3H-1,4-benzodiazepine-2-One